BrC(C(=O)OCC)C1=C(C(=C(C=C1)F)C)C1CCC(CC1)OC1CC1 ethyl 2-bromo-2-(2-((1r,4r)-4-cyclopropoxycyclohexyl)-4-fluoro-3-methylphenyl)acetate